ClC=1SC(=CN1)C=1NC=C(N1)C#N 2-(2-chlorothiazol-5-yl)-1H-imidazole-4-carbonitrile